Isononanal C(CCCCCC(C)C)=O